3-[4-(4-chloro-2-methylsulfonyl-phenyl)phenyl]azetidine ClC1=CC(=C(C=C1)C1=CC=C(C=C1)C1CNC1)S(=O)(=O)C